C1(=C(C=CC=C1)N1C2=CC=CC=C2C=2C=C(C=CC12)B(O)O)C1=CC=CC=C1 (9-([1,1'-biphenyl]-2-yl)-9H-carbazol-3-yl)boronic acid